5,6-difluoro-1-methyl-1H-indole FC=1C=C2C=CN(C2=CC1F)C